FC(C(C1=CC=C(C=C1)F)N1N=CC(=C1)C1=CN=CC(=N1)C=1C(=CC=2N(C1)N=C(N2)N)F)(C)F 6-(6-(1-(2,2-difluoro-1-(4-fluorophenyl)propyl)-1H-pyrazol-4-yl)pyrazin-2-yl)-7-fluoro-[1,2,4]triazolo[1,5-a]pyridin-2-amine